FC1=C(C#N)C(=CC=C1[N+](=O)[O-])F 2,6-difluoro-3-nitro-benzonitrile